7-((2S,5R)-2,5-diethyl-4-(1-(4-fluoro-2-(trifluoromethyl)phenyl)ethyl)piperazin-1-yl)-4-(3,4-dimethoxybenzyl)-2-(tetrahydro-2H-pyran-2-yl)-2,4-dihydro-5H-pyrazolo[4,3-b]pyridin-5-one C(C)[C@@H]1N(C[C@H](N(C1)C(C)C1=C(C=C(C=C1)F)C(F)(F)F)CC)C=1C=2C(N(C(C1)=O)CC1=CC(=C(C=C1)OC)OC)=CN(N2)C2OCCCC2